thiabenzyldifluoromethylpyrimidinamine S(C1=CC=CC=C1)C=1C(=NC(=NC1)N)C(F)F